C(C)C1C(C(=O)OCCC1)(CC)CC triethyl-e-caprolactone